methyl 5-(cyanomethyl)-1-methylpyrazole-3-carboxylate C(#N)CC1=CC(=NN1C)C(=O)OC